Benzyl N-[2-[4-(2,6-dibenzyloxy-3-pyridyl)phenyl]ethyl]carbamate C(C1=CC=CC=C1)OC1=NC(=CC=C1C1=CC=C(C=C1)CCNC(OCC1=CC=CC=C1)=O)OCC1=CC=CC=C1